CC1=NN=NN1CC1=CC=C(C=C1)C=C 5-methyl-1-(4-vinylbenzyl)-1H-tetrazole